5-methyl-pyridine-2,3-dicarboxylic acid diethyl ester C(C)OC(=O)C1=NC=C(C=C1C(=O)OCC)C